C(C)OC(=O)C1=NN2C=3C=NC(=C(C3C(=N[C@H](C2=N1)C)C1=C(C=CC=C1F)F)Cl)C(F)(F)F (7S)-11-chloro-9-(2,6-difluorophenyl)-7-methyl-12-(trifluoromethyl)-2,3,5,8,13-pentazatricyclo[8.4.0.02,6]tetradeca-1(10),3,5,8,11,13-hexa-ene-4-carboxylic acid ethyl ester